C(C)(C)(C)OC(=O)NC1CCN(CC1)C=1C2=C(N=CN1)C(=CS2)C=C N-(tert-butoxycarbonyl)-1-(7-vinylthieno[3,2-d]pyrimidin-4-yl)-4-piperidylamine